Tert-Butyl 3-(4-benzyl-2-oxopiperazin-1-yl)-2,6-dioxopiperidine-1-carboxylate C(C1=CC=CC=C1)N1CC(N(CC1)C1C(N(C(CC1)=O)C(=O)OC(C)(C)C)=O)=O